Cl.N[C@H](C(=O)NC1CCC(CC1)N1N=C(C=2C1=NC=NC2N)C2=CC=C(C=C2)OC2=CC=CC=C2)C(C)C (S)-2-amino-N-(4-(4-amino-(4-phenoxyphenyl)-1H-pyrazolo[3,4-d]pyrimidin-1-yl)cyclohexyl)-3-methylbutyramide hydrochloride